CC1(COC1)C1=NC=2C(=NC(=CC2)C(F)(F)F)N1C=1C=C2CCNC2=CC1 5-[2-(3-Methyloxetan-3-yl)-5-(trifluoromethyl)imidazo[4,5-b]pyridin-3-yl]indolin